O=C1C=2C(N=C(N1)C1=CC=NC=C1)=C(SC2)C(=O)NC2CCOCC2 4-oxo-2-(pyridin-4-yl)-N-(tetrahydro-2H-pyran-4-yl)-3,4-dihydrothieno[3,4-d]pyrimidine-7-carboxamide